dimethyl 3-iodo-phthalate IC1=C(C(C(=O)OC)=CC=C1)C(=O)OC